ClC1=CC(=C(C=C1)[C@@]1(OC2=C(O1)C=CC=C2C2CCN(CC2)CC2=C(C=C(C=N2)/C=C/C(=O)O)CC2(CC2)C#N)C)F (S,E)-3-(6-((4-(2-(4-chloro-2-fluorophenyl)-2-methylbenzo[d][1,3]dioxol-4-yl)piperidin-1-yl)methyl)-5-((1-cyanocyclopropyl)methyl)pyridin-3-yl)acrylic acid